NC=1C=C(C=CC1C)S(=O)(=O)NCCCCCNC(OC(C)(C)C)=O tert-butyl (5-(3-amino-4-methylphenylsulfonamido)pentyl)carbamate